CN(CCN(C1=CC(=CC=C1[N+](=O)[O-])OC)C)C 4-((2-(dimethylamino)ethyl)(methyl)amino)-2-methoxy-5-nitrobenzene